3-(5-(4-((3-hydroxypyrrolidin-1-yl)methyl)-1H-pyrrolo[2,3-b]pyridin-6-yl)-1-oxoisoindolin-2-yl)piperidine-2,6-dione OC1CN(CC1)CC1=C2C(=NC(=C1)C=1C=C3CN(C(C3=CC1)=O)C1C(NC(CC1)=O)=O)NC=C2